C1C=CC=2N1N1C(C(N2)=O)=CC(C=C1)=O 1H-pyrido[2,1-f]pyrrolo[1,2-b][1,2,4]triazine-5,7-dione